ethyl 3-(2-chloro-3-nitropyridin-4-yl)-2-oxopropionate ClC1=NC=CC(=C1[N+](=O)[O-])CC(C(=O)OCC)=O